C(#N)C=1C=CC=2C3=C(NC2C1)C(=C(C=N3)C(=O)NC3CCN(CC3)S(=O)(=O)C)NC(C)C 7-cyano-4-(isopropylamino)-N-(1-(methylsulfonyl)piperidin-4-yl)-5H-pyrido[3,2-b]indole-3-carboxamide